O1S(N([C@@H](CC1)C(=O)OC(C)(C)C)C(=O)OC(C)(C)C)(=O)=O di-tert-butyl (S)-1,2,3-oxathiazinane-3,4-dicarboxylate 2,2-dioxide